[Br-].C(CCCCC)N1C(N(C=C1)C)C 1-hexyl-2,3-dimethylimidazole bromide